dibromo-3,6-dichloropyrazine BrC=1N=C(C(=NC1Cl)Br)Cl